C(C)(=O)NC1=CC=C(C=C1)Br acetyl-para-bromoaniline